COC=1C=C(C=CC1)C1(CC1)O 1-(3-methoxyphenyl)cyclopropan-1-ol